3-butyl-3-oxetanemethanol C(CCC)C1(COC1)CO